C(\C=C\C(=O)O)(=O)O.FC1=C(C=CC=C1)C1=CC(=CN1S(=O)(=O)C1=CC=C(C=C1)F)CNC([2H])([2H])[2H] N-((5-(2-fluorophenyl)-1-((4-fluorophenyl)sulfonyl)-1H-pyrrol-3-yl)methyl)methan-d3-amine fumarate